methyl 4-((3-methyl-1,4-dioxo-1,4-dihydronaphthalen-2-yl)methyl)benzoate CC1=C(C(C2=CC=CC=C2C1=O)=O)CC1=CC=C(C(=O)OC)C=C1